FC1=C(C=C(C(=C1)N1CC2CCC(C1)N2CCOC)F)C2=CC1=C(C(=N2)C)C=C(N1C)C1=CC=C(C=C1)S(=O)(=O)C 6-(2,5-Difluoro-4-(8-(2-methoxyethyl)-3,8-diazabicyclo[3.2.1]octan-3-yl)phenyl)-1,4-dimethyl-2-(4-(methylsulfonyl)phenyl)-1H-pyrrolo[3,2-c]pyridin